O1C(CCCC1)N1C=2C=CC=3OCCOC/C=C/CCN4N=CC(C(=N1)C2C3)=C4 (8E)-19-(oxan-2-yl)-11,14-dioxa-4,5,19,20-tetraazatetracyclo[13.5.2.12,5.018,21]tricosa-1(20),2(23),3,8,15(22),16,18(21)-heptaene